CC=1C(=CC(=NC1)C=1C=NC=CC1)N1C(C=CC=C1C)=O 5',6-dimethyl-2H-[1,4':2',3''-terpyridin]-2-one